2-[1-[7-(methylcarbamoyl)-5H-pyrrolo[3,2-d]pyrimidin-4-yl]-piperidin-4-yl]ethylphosphonic acid CNC(=O)C1=CNC2=C1N=CN=C2N2CCC(CC2)CCP(O)(O)=O